OC=1C=C2C(=CC(=NC2=CC1)C(=O)N1CCC(CC1)N1N=CC=C1)C(=O)N1CCCCC1 1-(6-hydroxy-4-(piperidine-1-carbonyl)quinoline-2-carbonyl)-4-(1H-pyrazol-1-yl)piperidine